(2R,3S,4R,5R)-5-((benzoyloxy)-methyl)-3-fluorotetrahydrofuran-2,4-diyl-dibenzoate C(C1=CC=CC=C1)(=O)OC[C@H]1[C@H]([C@@H]([C@H](O1)C1=C(C(=O)[O-])C=CC=C1)F)C1=C(C(=O)[O-])C=CC=C1